Cl.C1(CC1)OC1=C(C=C(C(=C1)C(F)(F)F)OC)[C@@H]1CNCCC1 (R)-3-(2-cyclopropyloxy-5-methoxy-4-(trifluoromethyl)phenyl)piperidine hydrochloride